1-(5-(tetradecyloxy)furan-2-carbonyloxy)ethyl piperidine-1-carboxylate N1(CCCCC1)C(=O)OC(C)OC(=O)C=1OC(=CC1)OCCCCCCCCCCCCCC